(s)-3-(6-(3-fluorophenyl)-4-((3-(trifluoromethyl)phenyl)-sulfonyl)-3,4-dihydro-2H-benzo[b][1,4]oxazin-2-yl)propanoic acid FC=1C=C(C=CC1)C1=CC2=C(O[C@H](CN2S(=O)(=O)C2=CC(=CC=C2)C(F)(F)F)CCC(=O)O)C=C1